benzylpropiOnate C(C1=CC=CC=C1)OC(CC)=O